6-Fluoro-3-((1-fluorocyclopropyl)(methoxy)methyl)-2-methoxybenzaldehyde FC1=CC=C(C(=C1C=O)OC)C(OC)C1(CC1)F